1-(3-fluoropropyl)azepine FCCCN1C=CC=CC=C1